4-(4-Boc-piperazin-1-yl)-butyric acid C(=O)(OC(C)(C)C)N1CCN(CC1)CCCC(=O)O